Tert-Butyl 4-(4-(benzo[d]thiazol-2-ylcarbamoyl)benzyl)piperazine-1-carboxylate S1C(=NC2=C1C=CC=C2)NC(=O)C2=CC=C(CN1CCN(CC1)C(=O)OC(C)(C)C)C=C2